4,5-epoxydecenal C(C=CC1C(CCCCC)O1)=O